(Z)-1-(((1r,4r)-4-aminocyclohexyl)methyl)-3-((3,5-dimethyl-1H-pyrrol-2-yl)methylene)-2-oxo-N-propylindoline-6-carboxamide hydrochloride Cl.NC1CCC(CC1)CN1C(\C(\C2=CC=C(C=C12)C(=O)NCCC)=C/C=1NC(=CC1C)C)=O